C(CCC)OC(=O)N1CC(CC1)=O butoxycarbonyl-3-pyrrolidone